COC(C1=CC(=CC=C1)C(C)(C)C#N)=O 3-(2-Cyanopropan-2-yl)benzoic acid methyl ester